Cl.CNC[C@H]1OCCC2=C(C=CC=C12)C1=CC(=NC=C1)C(F)(F)F (S)-N-methyl-1-(5-(2-(trifluoromethyl)pyridin-4-yl)isochroman-1-yl)methanamine hydrochloride